dinitrotetralin [N+](=O)([O-])C1(CCCC2=CC=CC=C12)[N+](=O)[O-]